C(C)(C)(C)C=1C=C(C=C(C1)C(C)(C)C)C1=CC=2NC3=CC(=CC=C3C2C=C1)C1=CC(=CC(=C1)C(C)(C)C)C(C)(C)C 2,7-bis(3,5-di-tert-butylphenyl)-9H-carbazole